O1CCCC2=CC=C(C=C12)C(=O)N1[C@H](C=2C(CC1)=C(N(N2)C)C2=CC(=C(C(=C2)F)F)F)C chroman-7-yl-[(7S)-2,7-dimethyl-3-(3,4,5-trifluorophenyl)-5,7-dihydro-4H-pyrazolo[3,4-c]pyridin-6-yl]methanone